CN([C@@H]1CN(CC1)C1=CC=C(C=C1)N1C=NC(=C1)NC=1N=CC(=NC1)C#N)C (S)-5-((1-(4-(3-(Dimethylamino)pyrrolidin-1-yl)phenyl)-1H-imidazol-4-yl)amino)pyrazine-2-carbonitrile